[P].[Er] erbium phosphorus